COC[C@H](CNC(OC(C)(C)C)=O)NC=1C=C(C2=C(N=C(N=C2)SC)N1)C#C[Si](C(C)C)(C(C)C)C(C)C tert-Butyl N-[(2S)-3-methoxy-2-{[2-(methylsulfanyl)-5-[2-(triisopropylsilyl)ethynyl]pyrido[2,3-d]pyrimidin-7-yl]amino}propyl]carbamate